C(=O)C=1C(=NC(=NC1)SC)NC1CC2(C1)CCN(CC2)C(=O)OC(C)(C)C Tert-butyl 2-((5-formyl-2-(methylthio) pyrimidin-4-yl) amino)-7-azaspiro[3.5]nonane-7-carboxylate